N,N-bis-(3-aminopropyl)-2-ethyl-hexylamine NCCCN(CCCN)CC(CCCC)CC